P(OC1=CC=C(C=C1)C(C)(C1=CC=CC=C1)C)(OCCCCCCCC\C=C\CCCCCCCC)OCCCCCCCC\C=C\CCCCCCCC [4-(1-methyl-1-phenyl-ethyl) phenyl] bis[(E)-octadec-9-enyl] phosphite